FC(C=1C=C2C=NC(=NC2=C(C1)C1CC2(C1)CN(CC2)C2COC2)NC2CCN(CC2)S(=O)(=O)C)F 6-(difluoromethyl)-N-(1-(methylsulfonyl)piperidin-4-yl)-8-(6-(oxetan-3-yl)-6-azaspiro[3.4]octan-2-yl)quinazolin-2-amine